N1(N=CC=C1)CC1=CC=C(CN2N=C(C(=C2)C(=O)NCC=2C(=NC(=CC2C)N)C)COC)C=C1 1-(4-((1H-pyrazol-1-yl)methyl)benzyl)-N-((6-amino-2,4-dimethylpyridin-3-yl)methyl)-3-(methoxymethyl)-1H-pyrazole-4-carboxamide